2-(6-{5-chloro-2-[(oxan-4-yl)amino]pyrimidin-4-yl}-1-oxo-2,3-dihydro-1H-isoindol-2-yl)-N-[(1S)-3-hydroxy-1-phenylpropyl]acetamide ClC=1C(=NC(=NC1)NC1CCOCC1)C1=CC=C2CN(C(C2=C1)=O)CC(=O)N[C@@H](CCO)C1=CC=CC=C1